2'-[propane-1,2-diylbis(nitrilomethyl)]diphenol C(C(C)N=CC1=C(C=CC=C1)O)N=CC1=C(C=CC=C1)O